C(C)(C)(C)OC(=O)N1C(N(C2=C1C=CC=C2)C2=CC1=C(N(C(O1)=O)C)C=C2)=O 3-(3-methyl-2-oxo-2,3-dihydrobenzo[d]oxazol-6-yl)-2-oxo-2,3-dihydro-1H-benzo[d]imidazole-1-carboxylic acid tert-butyl ester